Methyl 3-(3-acetoxypropyl)-7-(1-(bicyclo[1.1.1]pentan-1-yl)-5-(iodomethyl)-3-methyl-1H-pyrazol-4-yl)-6-fluoro-1-methyl-1H-indole-2-carboxylate C(C)(=O)OCCCC1=C(N(C2=C(C(=CC=C12)F)C=1C(=NN(C1CI)C12CC(C1)C2)C)C)C(=O)OC